C(CCC)\C(=C(/C(=O)[O-])\CC=P(=O)CC[N+](C)(C)C)\C(=O)O.S1C=CC(=C1)C(C(F)(F)F)(C(F)(F)F)C=1C=CSC1 2,2-bis(4-thiophenyl)hexafluoropropane butyl-(2'-trimethylammonioethylphosphorylethyl)fumarate